C(C)(=O)OC(=CC1C2=CC=CC=C2OC=2C=CC=CC12)C1=CC=C(C=C1)C 1-(p-tolyl)-2-(9H-xanthen-9-yl)vinyl acetate